(S)-2-acrylamido-N-(5-(2-(2-aminopyridin-3-yl)-5-(1H-pyrazol-1-yl)-3H-imidazo[4,5-b]pyridin-3-yl)-2,3-dihydro-1H-inden-1-yl)-4-(difluoromethyl)benzamide C(C=C)(=O)NC1=C(C(=O)N[C@H]2CCC3=CC(=CC=C23)N2C(=NC=3C2=NC(=CC3)N3N=CC=C3)C=3C(=NC=CC3)N)C=CC(=C1)C(F)F